Racemic-ethyl 5-(2,4-difluorophenyl)-2-methyl-3,4-dihydro-2H-pyrano[2,3-b]pyridine-7-carboxylate FC1=C(C=CC(=C1)F)C1=C2C(=NC(=C1)C(=O)OCC)O[C@@H](CC2)C |r|